C1(=CC=CC=C1)P([C-]1C=CC=C1)C1=CC=CC=C1.C1(=CC=CC=C1)P([C-]1C=CC=C1)C1=CC=CC=C1.[Fe+2] iron(2+) bis(1-(diphenylphosphanyl)cyclopenta-2,4-dien-1-ide)